tert-butyl 4-hydroxy-4-(((4-methoxybenzyl)amino) methyl)piperidine-1-carboxylate OC1(CCN(CC1)C(=O)OC(C)(C)C)CNCC1=CC=C(C=C1)OC